6-chloro-5-fluoro-2-(methylthio)pyrimidin-4-amine ClC1=C(C(=NC(=N1)SC)N)F